FC(N1N=C(C=C1)C(C)O)F 1-(1-(difluoromethyl)-1H-pyrazol-3-yl)ethan-1-ol